N[C@@H](CC(=O)OCC)CC1=C(C=C(C(=C1)F)F)F ethyl (R)-3-amino-4-(2,4,5-trifluorophenyl)-butyrate